N4-(5-(1-(2-oxa-6-azaspiro[3.3]heptan-6-yl)ethyl)pyridin-2-yl)-N6-(3-(methylsulfonyl)pyridin-2-yl)pyrimidine-4,6-diamine C1OCC12CN(C2)C(C)C=2C=CC(=NC2)NC2=NC=NC(=C2)NC2=NC=CC=C2S(=O)(=O)C